1-[(2-methylpropan-2-yl)oxycarbonyl]pyrrolidine-3-carboxylic acid CC(C)(C)OC(=O)N1CC(CC1)C(=O)O